(1R,2S)-cis-2-Isopropenyl-1-methylcyclobutane ethyl-acetate C(C)OC(C)=O.C(=C)(C)[C@@H]1[C@@H](CC1)C